CC1CC(CC1)NCC(O)C1=CC=CC=C1 α-[[(3-Methylcyclopentyl)amino]methyl]benzenemethanol